COC=1N=NC(=CC1)C#C[Si](C)(C)C 3-methoxy-6-((trimethylsilyl)ethynyl)pyridazine